CC1(C(N(C(N1)=O)CC1=NC(=NO1)C1=CC(=C(C=C1)OCC(C(F)(F)F)(C(F)(F)F)C)C(F)(F)F)=O)C 5,5-dimethyl-3-((3-(4-(3,3,3-trifluoro-2-methyl-2-(trifluoromethyl)propoxy)-3-(trifluoromethyl)phenyl)-1,2,4-oxadiazol-5-yl)methyl)imidazolidine-2,4-dione